(4-cyclopropyl-1H-imidazol-1-yl)-2-fluoro-N-(6-(1-isopropyl-1H-tetrazol-5-yl)pyridin-2-yl)-4-methylbenzamide C1(CC1)C=1N=CN(C1)C=1C(=C(C(=O)NC2=NC(=CC=C2)C2=NN=NN2C(C)C)C=CC1C)F